CC1(C(C1)CCCCC/C=C/C(=O)O)C (E)-8-(2,2-dimethylcyclopropyl)oct-2-enoic acid